OCCC=1N=C(N(C1)C=1C=CC=2N(C1)C(=CN2)C#N)C2=NC(=CC=C2)C 6-(4-(2-Hydroxyethyl)-2-(6-methylpyridin-2-yl)-1H-imidazol-1-yl)imidazo[1,2-a]pyridine-3-Formonitrile